4-chloro-1-ethyl-6-methyl-1H-pyrazolo[3,4-b]Pyridine ClC1=C2C(=NC(=C1)C)N(N=C2)CC